COC(=O)C=1C=C(C=C2C1C=C(O2)C=2N=C1SC(=NN1C2)Br)OC 2-(2-Bromoimidazo[2,1-b][1,3,4]thiadiazol-6-yl)-6-methoxybenzofuran-4-carboxylic acid methyl ester